5-(benzyloxy)-3-(4-methoxybenzyl)-N-(4-methyl-1,1-dioxidotetrahydro-2H-thiopyran-4-yl)-3H-imidazo[4,5-b]pyridine-2-carboxamide C(C1=CC=CC=C1)OC1=CC=C2C(=N1)N(C(=N2)C(=O)NC2(CCS(CC2)(=O)=O)C)CC2=CC=C(C=C2)OC